CC1=CC=C(O1)CNS(=O)(=O)C1=CC=C(C=C1)NC(NCC=1C=NC=CC1)=O 3-(4-{[(5-methylfuran-2-yl)methyl]sulfamoyl}phenyl)-1-(pyridin-3-ylmethyl)urea